O=C1NC(CCC1N1C(C2=CC=C(C=C2C1)C1=NC=CC(=C1F)CN1CC2(C1)N(CCCC2)C(=O)OC(C)(C)C)=O)=O tert-butyl 2-((2-(2-(2,6-dioxopiperidin-3-yl)-1-oxoisoindolin-5-yl)-3-fluoropyridin-4-yl)methyl)-2,5-diazaspiro[3.5]nonane-5-carboxylate